C1C(CC2=CC=CC=C12)N1C(C2=CC=CC(=C2C1)C(=C)OCC)=O 2-(2,3-dihydro-1H-inden-2-yl)-4-(1-ethoxyvinyl)isoindolin-1-one